The molecule is the ethanolamine mono-ester of phosphoric acid, and a metabolite of phospholipid metabolism. This phosphomonoester shows strong structural similarity to the inhibitory neurotransmitter GABA, and is decreased in post-mortem Alzheimer's disease brain. It has a role as a human metabolite, an algal metabolite and a mouse metabolite. It is a phosphoethanolamine and a primary amino compound. It is a conjugate acid of an O-phosphonatoethanaminium(1-). C(COP(=O)(O)O)N